CC=1C=C(C=CC1)[C@@H]1NC(OC1(C)C)=O (S)-4-(3-methylphenyl)-5,5-dimethyl-oxazolidinone